5-methyl-2-hexanol CC(CCC(C)O)C